4-chloro-2-{3-[2-(2,6-difluorophenyl)propan-2-yl]-1,2,4-oxadiazol-5-yl}-6-[(1S)-1-[(2S,4r)-4-fluoro-1-methylpyrrolidin-2-yl]ethoxy]pyrimidine ClC1=NC(=NC(=C1)O[C@@H](C)[C@H]1N(C[C@@H](C1)F)C)C1=NC(=NO1)C(C)(C)C1=C(C=CC=C1F)F